(2-(trifluoromethyl)azetidin-1-yl)methanone FC(C1N(CC1)C=O)(F)F